C(C)C1(COCOC1)CC(C(=O)O)=C.C(C=C)(=O)O.C(C=C)(=O)O.C(CCCCCO)O 1,6-hexanediol diacrylate (5-ethyl-1,3-dioxan-5-yl)methyl-acrylate